tert-butyl 2-(5-(4-fluoropiperidin-1-yl)pyrazin-2-yl)-4-oxo-6,7-dihydrothiazolo[5,4-c]pyridine-5(4H)-carboxylate FC1CCN(CC1)C=1N=CC(=NC1)C=1SC=2C(N(CCC2N1)C(=O)OC(C)(C)C)=O